COC=1C=C(C=CC1OC)C(CC(=O)OC)(OC)OC methyl 3-(3,4-dimethoxyphenyl)-3,3-dimethoxypropionate